O[C@@H](C(=O)OCC)CC (R)-ethyl 2-hydroxybutyrate